C(C)(C)(C)OC(=O)N(C1C2CN(CC12)C=1N=CC(=NC1)C(=O)O)CC 5-[6-[Tert-Butoxycarbonyl-(ethyl)amino]-3-azabicyclo[3.1.0]hexane-3-yl]pyrazine-2-carboxylic acid